[Ca].[Zn].[Cu] Copper zinc calcium